C(C)N(C1=CC=C(C(=O)NC=2C=C3C(=CNC3=CC2)C2CCN(CC2)CCCCC)C=C1)CC 5-(4-(diethylamino)benzoyl)amino-3-(1-pentylpiperidin-4-yl)-1H-indole